4-(6-methoxypyrazin-2-yl)-9-methyl-3,4,7,15-tetraazatricyclo[12.3.1.02,6]Octadeca-1(18),2,5,14,16-pentaen-8-one trifluoroacetate salt FC(C(=O)O)(F)F.COC1=CN=CC(=N1)N1N=C2C=3C=CN=C(CCCCC(C(NC2=C1)=O)C)C3